ClC1=C(C=CC=C1)C1=NCC(NC2=C1C=C(C=C2)[N+](=O)[O-])=O 5-(2-chlorophenyl)-7-nitro-1H-1,4-benzodiazepin-2(3H)-one